OB1OC(C2=C1C(=CC=C2)C(=O)NCCNCC(=O)O)(C)C (2-(1-hydroxy-3,3-dimethyl-1,3-dihydrobenzo[c][1,2]oxaborole-7-carboxamido)ethyl)glycine